(5-(1-((tert-butylsulfinyl)imino)ethyl)-2-fluoro-3-(trifluoromethyl)phenyl)carbamate C(C)(C)(C)S(=O)N=C(C)C=1C=C(C(=C(C1)NC([O-])=O)F)C(F)(F)F